4-(4-(7-(2-(2,6-dioxopiperidin-3-yl)-1-oxoisoindolin-4-yl)hept-6-yn-1-yl)piperazin-1-yl)piperidine O=C1NC(CCC1N1C(C2=CC=CC(=C2C1)C#CCCCCCN1CCN(CC1)C1CCNCC1)=O)=O